O=C1NC(CCC1NC(=O)C1=CC=C(C=2N(C(=NC21)C)CC(=O)OC(C)(C)C)OC)=O tert-Butyl 2-(4-((2,6-dioxopiperidin-3-yl)carbamoyl)-7-methoxy-2-methyl-1H-benzo[d]imidazol-1-yl)acetate